(phenyl)-4-[[phenylsulfonyl]oxy]-5-amino-3(2H)-furanone C1(=CC=CC=C1)C1OC(=C(C1=O)OS(=O)(=O)C1=CC=CC=C1)N